C1C(CC12OCCO2)C#CC=2C=C1C(N(C(C1=CC2)=O)C2C(NC(CC2)=O)=O)=O 5-(2-{5,8-dioxaspiro[3.4]octan-2-yl}ethynyl)-2-(2,6-dioxopiperidin-3-yl)isoindole-1,3-dione